OCC(C(O)CC)CO 2-(hydroxymethyl)-1-ethylpropane-1,3-diol